COC=1C=C2C(=NC(=NC2=CC1)C)SCC(=O)C1=CC=CS1 5-(2-((6-methoxy-2-methylquinazolin-4-yl)thio)acetyl)thiophen